1-(3-amino-5-(1,1-difluoro-2-hydroxy-2-methylpropyl)phenyl)ethan-1-one hydrochloride Cl.NC=1C=C(C=C(C1)C(C(C)(C)O)(F)F)C(C)=O